2-(N-(3-chloro-4-cyclopropoxyphenyl)amino)-3,3-dimethylbutanoic acid ClC=1C=C(C=CC1OC1CC1)NC(C(=O)O)C(C)(C)C